SCSC(SCC1SC(SC(S1)CSC(SCS)SCS)CSC(SCS)SCS)SCS 2,4,6-tri(3,3-bis(mercaptomethylthio)-2-thiapropyl)-1,3,5-trithiacyclohexane